tert-Butyl 3-((1S,2S)-2-fluorocyclopropanecarboxamido)-6-(3-methylpyridin-4-yl)cinnolin-8-ylcarbamate F[C@@H]1[C@@H](C1)C(=O)NC=1N=NC2=C(C=C(C=C2C1)C1=C(C=NC=C1)C)NC(OC(C)(C)C)=O